C(#C)C1=C(CCC1)C(=O)O 2-ethynylcyclopentene-1-carboxylic acid